N-methylhydroxylamine HCl Cl.CNO